(2R,3R,4S)-2-(2-chloro-6-(((R)-1,2,3,4-tetrahydronaphthalen-1-yl)amino)-9H-purin-9-yl)tetrahydrothiophene-3,4-diol ClC1=NC(=C2N=CN(C2=N1)[C@@H]1SC[C@H]([C@H]1O)O)N[C@@H]1CCCC2=CC=CC=C12